C[NH+](C)C.C[NH+](C)C.[K+] potassium bis(trimethylammonium)